2-(5-(2,6-dichloro-4-(2,5-dimethyl-1H-pyrrol-1-yl)phenoxy)-2-oxopyridin-1(2H)-yl)acetate ClC1=C(OC=2C=CC(N(C2)CC(=O)[O-])=O)C(=CC(=C1)N1C(=CC=C1C)C)Cl